C[Si](C)(C)C#CC1=CC=C(C=C1)N1C=2N(CC(C1)CNC(OCCCC)=O)N=CC2 butyl ((4-(4-((trimethylsilyl)ethynyl)phenyl)-4,5,6,7-tetrahydropyrazolo[1,5-a]pyrimidin-6-yl)methyl)carbamate